2-({[(3-fluoro-2-pyridyl)cyclobutyl]methyl}amino)pyrimidine-5-carboxamide FC=1C(=NC=CC1)C1(CCC1)CNC1=NC=C(C=N1)C(=O)N